2-amino-N-((2R)-1-(3a-benzyl-2-cyclohexyl-3-oxo-2,3,3a,4,6,7-hexahydro-5H-pyrazolo[4,3-c]pyridin-5-yl)-3-(benzyloxy)-1-oxopropan-2-yl)-2-methylpropanamide NC(C(=O)N[C@@H](C(=O)N1CC2(C(CC1)=NN(C2=O)C2CCCCC2)CC2=CC=CC=C2)COCC2=CC=CC=C2)(C)C